FC1=CC=C(CN2N=CC(=C2)C(=O)N2CC3(CN(C3)C(C(C(F)(F)F)(C)C)=O)[C@@H](C2)C(=O)N2C(OC[C@H]2C2=CC=CC=C2)=O)C=C1 (R)-3-((S)-6-(1-(4-fluorobenzyl)-1H-pyrazole-4-carbonyl)-2-(3,3,3-trifluoro-2,2-dimethylpropanoyl)-2,6-diazaspiro[3.4]octane-8-carbonyl)-4-phenyloxazolidin-2-one